(R)-2-(2-amino-[1,2,4]triazolo[1,5-a]pyridin-7-yl)-6-(1-(2,2-difluoro-1-(4-fluorophenyl)propyl)-1H-pyrazol-4-yl)isonicotinonitrile NC1=NN2C(C=C(C=C2)C=2C=C(C#N)C=C(N2)C=2C=NN(C2)[C@@H](C(C)(F)F)C2=CC=C(C=C2)F)=N1